4-[4-[[4-Chloro-3-(trifluoromethyl)phenyl]carbamoylamino]phenoxy]-N-cyclohexylmethyl-pyridine-2-carboxamide ClC1=C(C=C(C=C1)NC(=O)NC1=CC=C(OC2=CC(=NC=C2)C(=O)NCC2CCCCC2)C=C1)C(F)(F)F